C(C)NCCC[Si](OC)(OC)OC gamma-(N-ethyl)amino-propyltrimethoxysilane